OCC1=NC(=NN1)NC(=S)N N-[5-(Hydroxymethyl)-1H-1,2,4-Triazol-3-Yl]Thiourea